ClC=1C=C(C(=NC1)OC)S(=O)(=O)NC1=C(C(=C(C=C1)F)C=1C=C2C=NC(=NC2=CC1)NC)F 5-chloro-N-{2,4-difluoro-3-[2-(methylamino)quinazolin-6-yl]phenyl}-2-methoxypyridine-3-sulfonamide